2-(((4-Fluorophenyl)amino)methyl)-3-methylnaphtho[1,2-b]furan-4,5-dione FC1=CC=C(C=C1)NCC1=C(C2=C(O1)C1=CC=CC=C1C(C2=O)=O)C